O1C(=CC=C1)C1=CC=C(C=C1)C=1N(C(=CN1)C(F)(F)F)CC1=C(OCCC[C@H](CC(=O)OCC)C)C=CC=C1 ethyl (3R)-6-(2-((2-(4-(furan-2-yl)phenyl)-5-(trifluoromethyl)-1H-imidazol-1-yl)methyl)phenoxy)-3-methylhexanoate